mono-tertbutyl-glycerol C(C)(C)(C)C(CO)(O)CO